ClC1=C(C=C2C=C(N=CC2=C1)NC(=O)[C@@H]1[C@H]([C@H]1C=1C=NN(C1)C)C)N1CC[NH+](CC1)[C@]1(COCC1)C (1R,2S,3R)-N-[7-chloro-6-[4-((R)-3-methyltetrahydrofuran-3-yl)piperazin-4-ium-1-yl]-3-isoquinolyl]-2-methyl-3-(1-methylpyrazol-4-yl)cyclopropanecarboxamide